N1(CCCCCC1)C=1N=C(NC(C1Cl)=O)C1=CC=NC=C1 4-(azepan-1-yl)-5-chloro-2-(4-pyridinyl)-1H-pyrimidin-6-one